N-(4-iodophenyl)spiro[bicyclo[2.2.1]heptane-7,1'-cyclopropane]-2,3-dicarboxamide IC1=CC=C(C=C1)NC(=O)C1C2CCC(C1C(=O)N)C21CC1